BrC=1C2=C(N(N=C2C(=CC1)F)C)CCCNC 3-(4-bromo-7-fluoro-2-methyl-indazol-3-yl)-N-methyl-propan-1-amine